1-butenylpropylbutylammonium hydroxide [OH-].C(=CCC)C(CC)[NH2+]CCCC